COC1=NC(=NC(=N1)OC)[O] 2,4-dimethoxy-6-(λ1-oxidaneyl)-1,3,5-triazine